C(C)(C)(C)C1=C(C(=CC(=C1)C1=CC(=C(C(=C1)C(C)(C)C)O)C(C)(C)C)C(C)(C)C)O 2,6-di-t-butyl-4-(3,5-di-t-butyl-4-hydroxyphenyl)phenol